C1(CC1)C=1N=NN(C1)[C@H](C(=O)N1[C@@H](C[C@H](C1)O)C(=O)NCCC1C(NC2=CC=C(C=C12)CC)=O)C(C)(C)C (2S,4r)-1-[(2S)-2-(4-cyclopropyl-triazol-1-yl)-3,3-dimethyl-butyryl]-N-[2-(5-ethyl-2-oxo-indolin-3-yl)ethyl]-4-hydroxy-pyrrolidine-2-carboxamide